(S*)-1-(9-fluoro-10,11-dihydrobenzo[6,7]oxepino[3,2-b]pyridin-11-yl)-N-methylmethanamine FC1=CC=CC2=C1C[C@H](C1=NC=CC=C1O2)CNC |o1:8|